C1(=CC=CC=C1)N1C(=[N+](C=C1)C1=CC=CC=C1)C(=O)[O-] 1,3-diphenylimidazolium-2-carboxylate